1-benzyl-5-fluoro-1H-pyrazole-3-carboxylic acid C(C1=CC=CC=C1)N1N=C(C=C1F)C(=O)O